5-Amino-N-(3-cyano-4-fluoro-1H-indol-7-yl)-1-ethyl-pyrazol-4-sulfonamid NC1=C(C=NN1CC)S(=O)(=O)NC=1C=CC(=C2C(=CNC12)C#N)F